3-p-tolylthiourea C1(=CC=C(C=C1)NC(N)=S)C